lithium hydroxide sulfate S(=O)(=O)(O)O.[OH-].[Li+]